ClC=1C=C(C=CC1OCC1=NC=CC=C1Cl)NC=1C2=C(N=CN1)NC=C2C2CCN(CC2)C(C=C)=O 1-(4-(4-((3-chloro-4-((3-chloropyridin-2-yl)methoxy)phenyl)amino)-7H-pyrrolo[2,3-d]pyrimidin-5-yl)piperidin-1-yl)prop-2-en-1-one